2-[(2S)-2-[(3R)-3-benzyloxybutoxy]propoxy]tetrahydropyran C(C1=CC=CC=C1)O[C@@H](CCO[C@H](COC1OCCCC1)C)C